[NH4+].O[C@H](C(=O)[O-])C(CO)(C)C (S)-2,4-dihydroxy-3,3-dimethylbutyric acid ammonium salt